(4-((6-chloroimidazo[1,2-b]pyridazin-8-yl)oxy)-3-fluorophenyl)-4-ethoxy-1-(4-fluorophenyl)-2-keto-1,2-dihydropyridine-3-carboxamide ClC=1C=C(C=2N(N1)C=CN2)OC2=C(C=C(C=C2)C=2C(=C(C(N(C2)C2=CC=C(C=C2)F)=O)C(=O)N)OCC)F